[N+](=O)([O-])C1=CC=C(C=C1)CC(=O)Cl 2-(4-nitrophenyl)acetyl chloride